2,8,11,14-tetraazahexadecan-16-oic acid CNCCCCCNCCNCCNCC(=O)O